tert-butyl 4-[2-[2-[2-[2-[2-(2-azidoethoxy)ethoxy]ethoxy]ethoxy]ethyl-methyl-amino]-6-chloro-8-fluoro-7-(3-hydroxy-1-naphthyl)quinazolin-4-yl]piperazine-1-carboxylate N(=[N+]=[N-])CCOCCOCCOCCOCCN(C1=NC2=C(C(=C(C=C2C(=N1)N1CCN(CC1)C(=O)OC(C)(C)C)Cl)C1=CC(=CC2=CC=CC=C12)O)F)C